fluoro-2-(((2R,7aS)-2-fluorotetrahydro-1H-pyrrolizin-7a(5H)-yl)methoxy)-4,5-dimethyl-4,5,6,7-tetrahydro-[1,5]oxazocino[4,3,2-de]quinazoline FC1(N(C2=NC(=NC=3C=CC=C(C23)OCC1)OC[C@]12CCCN2C[C@@H](C1)F)C)C